COC1=C2C=CN(C2=CC=C1)CC1=CC=C(C=C1)B(O)O 4-((4-methoxyindol-1-yl)methyl)phenylboronic acid